(1R,3S)-3-{5-[(3,3-dimethyl-1,1-dioxo-2,3-dihydro-1λ6-benzothiophen-5-yl)amino]-1-(2-methylprop-2-yl)pyrazol-3-yl}cyclopentyl [(4-nitrophenyl)oxy]methanoate [N+](=O)([O-])C1=CC=C(C=C1)OC(=O)O[C@H]1C[C@H](CC1)C1=NN(C(=C1)NC=1C=CC2=C(C(CS2(=O)=O)(C)C)C1)C(C)(C)C